14-chloro-5-fluoro-15-methoxy-17,17-dioxo-20-(trifluoromethyl)-10-oxa-17λ6-thia-4,18-diazatetracyclo[17.3.1.112,16.02,7]tetracosa-1(23),2(7),3,5,12,14,16(24),19,21-nonaen-11-one ClC=1C=C2C(OCCC=3C=C(N=CC3C=3C=CC(=C(NS(C(C1OC)=C2)(=O)=O)C3)C(F)(F)F)F)=O